N[C@@H](CCC(=O)O)C(=O)O.N1C(=O)NC(=O)C=C1 uracil glutamate